ClC1=CC(=C2C(=N1)N(C=C2)C)C(C)N2CCCC2 6-chloro-1-methyl-4-(1-(pyrrolidin-1-yl)ethyl)-1H-pyrrolo[2,3-b]pyridine